C(C)(=O)N1C(N(C=CC1)CCC(=O)NC1=NC=CC(=C1)NC1=CN=NC(=C1)C1=C(C=CC(=C1)Cl)F)=O 3-(3-acetyl-1,3-diazinon-1-yl)-N-(4-{[6-(5-chloro-2-fluorophenyl)pyridazin-4-yl]amino}pyridin-2-yl)propanamide